ClC1=NC(=C2N=CN(C2=N1)CC1=CC=C(C(=O)O)C=C1)NC 4-[2-chloro-6-(methylamino)-9H-purinyl]methyl-benzoic acid